ClC=1C=CC(=C(C1)NC(=O)NC=1SC=2CN(CCC2N1)S(=O)(=O)C1CC1)OC 1-(5-chloro-2-methoxyphenyl)-3-(5-(cyclopropylsulfonyl)-4,5,6,7-tetrahydrothiazolo[5,4-c]pyridin-2-yl)urea